CCNS(=O)(=O)O 2-ethylsulfoamine